ClC1=CC=2N3C(=CC2S1)C(N(CC31CC1)CC(=O)NC1=NC=CC=N1)=O 2-(4-Chloro-9-oxo-spiro[5-thia-1,10-diazatricyclo[6.4.0.02,6]dodeca-2(6),3,7-triene-12,1'-cyclopropane]-10-yl)-N-pyrimidin-2-yl-acetamide